C(C)(C)(C)OC(N[C@@]1(CN(CCC1)C1=NC(=CC(=C1)I)N1CCOCC1)C)=O N-[(3S)-1-[4-iodo-6-(morpholin-4-yl)pyridin-2-yl]-3-methylpiperidin-3-yl]Carbamic acid tert-butyl ester